O1CCN(CC1)CC1=NSC(=N1)NC(=O)C1=COC(=C1)C1=CC(=CC=C1)OC(F)(F)F N-(3-(morpholinomethyl)-1,2,4-thiadiazol-5-yl)-5-(3-(trifluoromethoxy)phenyl)furan-3-carboxamide